benzyloxyphosphonoyl-oxymethylbenzene C(C1=CC=CC=C1)OP(=O)OCC1=CC=CC=C1